C(#N)C=1C=CC(=C(C1)C1=CC(=NC=C1C(=O)NC=1SC2=C(N1)CN(C2)C(=O)[C@H]2OCCC2)C)OC (S)-4-(5-cyano-2-methoxyphenyl)-6-methyl-N-(5-(tetrahydrofuran-2-carbonyl)-5,6-dihydro-4H-pyrrolo[3,4-d]thiazol-2-yl)nicotinamide